FC(C1=NNC=C1C1=CC=C2C(N(C=NC2=C1)CC1=CC(=CC(=C1)OC)F)=O)F 7-(3-(difluoromethyl)-1H-pyrazol-4-yl)-3-(3-fluoro-5-methoxybenzyl)quinazolin-4(3H)-one